4-(4-((3-chlorobenzyl)amino)-6-(3,5-dimethylisoxazol-4-yl)quinazolin-2-yl)thiomorpholine 1,1-dioxide ClC=1C=C(CNC2=NC(=NC3=CC=C(C=C23)C=2C(=NOC2C)C)N2CCS(CC2)(=O)=O)C=CC1